(1r,3r)-3-((6-(2-(4-((2-(5-methyl-1,2,4-oxadiazol-3-yl)pyrimidin-5-yl)oxy)phenyl)propan-2-yl)pyridin-3-yl)oxy)cyclobutylamine CC1=NC(=NO1)C1=NC=C(C=N1)OC1=CC=C(C=C1)C(C)(C)C1=CC=C(C=N1)OC1CC(C1)N